N-(2-((3S,4R)-3-fluoro-4-methoxy-3-methylpiperidin-1-yl)pyrimidin-4-yl)-5-isopropyl-8-(6-methyl-1,6-diazaspiro[3.3]heptan-1-yl)-2,7-naphthyridin-3-amine F[C@]1(CN(CC[C@H]1OC)C1=NC=CC(=N1)NC=1N=CC2=C(N=CC(=C2C1)C(C)C)N1CCC12CN(C2)C)C